4-[(2,4-dichloro-5-methoxyphenyl)amino]-6-ethoxy-7-[3-(4-ethylpiperazin-1-yl)propoxy]quinoline-3-carbonitrile ClC1=C(C=C(C(=C1)Cl)OC)NC1=C(C=NC2=CC(=C(C=C12)OCC)OCCCN1CCN(CC1)CC)C#N